[[4-(methylamino)-2-methylsulfanyl-pyrimidin-5-yl]methyl]-6-azaspiro[3.5]nonan-9-amine CNC1=NC(=NC=C1CC1CCC12CNCCC2N)SC